N1=CC(=CC2=CC=CC=C12)CN1CC2N(CC1)C(CNC2=O)=O 2-(quinolin-3-ylmethyl)hexahydro-2H-pyrazino[1,2-a]pyrazine-6,9-dione